COC(=O)C1=CC=C2C(NC(NC2=C1)=O)=O 2,4-dioxo-1,2,3,4-tetrahydroquinazoline-7-carboxylic acid methyl ester